Propylene glycol isostearate C(CCCCCCCCCCCCCCC(C)C)(=O)O.C(C(C)O)O